COC=1N(C=C(N1)C)C(=O)NCCCC(F)(F)F Methoxy-4-methyl-N-(4,4,4-trifluorobutyl)-1H-imidazole-1-carboxamide